N-[4-(5-cyclopropyl-1,3,4-oxadiazol-2-yl)-3-sulfamoylphenyl]-2-(2-fluorophenyl)acetamide C1(CC1)C1=NN=C(O1)C1=C(C=C(C=C1)NC(CC1=C(C=CC=C1)F)=O)S(N)(=O)=O